N1=C2C(=CC=C1)C(N=C2)=O 5H-pyrrolo[3,4-b]pyridin-5-one